4-((2S)-1-((5-methoxy-7-methyl-1H-indol-4-yl)methyl)-4-(thiophen-3-yl)piperidine-2-yl)benzoic acid COC=1C(=C2C=CNC2=C(C1)C)CN1[C@@H](CC(CC1)C1=CSC=C1)C1=CC=C(C(=O)O)C=C1